2-((3bR,4aR)-3-(ethoxycarbonyl)-3b,4,4a,5-tetrahydro-1H-cyclopropa[3,4]cyclopenta[1,2-c]pyrazol-1-yl)acetic acid C(C)OC(=O)C=1C2=C(N(N1)CC(=O)O)C[C@@H]1[C@H]2C1